(2s,4s)-4-azido-1-(tert-butoxycarbonyl)piperidine-2-carboxylic acid N(=[N+]=[N-])[C@@H]1C[C@H](N(CC1)C(=O)OC(C)(C)C)C(=O)O